CON(C(=O)C=1C=C(C=CC1)CN1N=NC=C1)C 1-({3-[methoxy(methyl)carbamoyl]phenyl}methyl)-1H-1,2,3-triazol